5-(tert-butyl)-N-(2-methyl-4-(6-(pyrimidin-2-yl)pyrrolo[2,1-f][1,2,4]triazin-4-yl)benzyl)-1,2,4-oxadiazole-3-carboxamide C(C)(C)(C)C1=NC(=NO1)C(=O)NCC1=C(C=C(C=C1)C1=NC=NN2C1=CC(=C2)C2=NC=CC=N2)C